FC(C1=CC=C(C=C1)C(C)=O)(F)F p-(trifluoromethyl)acetophenone